(4-(5-methyl-1,3-thiazol-2-yl)phenyl)methanol CC1=CN=C(S1)C1=CC=C(C=C1)CO